OC(C=O)C 2-hydroxy-propan-1-one